The molecule is a ginsenoside found in Panax species that is dammarane which is substituted by hydroxy groups at the 3beta, 12beta and 20 pro-S positions, in which the hydroxy groups at positions 3 and 20 have been converted to the corresponding beta-D-glucopyranosyl-(1->2)-beta-D-glucopyranoside and beta-D-xylopyranosyl-(1->6)-beta-D-glucopyranoside respectively, and in which a double bond has been introduced at the 24-25 position. It has a role as a plant metabolite, an antioxidant, an antidepressant, a cardioprotective agent, a NMDA receptor antagonist and a neuroprotective agent. It is a 12beta-hydroxy steroid, a beta-D-glucoside, a disaccharide derivative, a ginsenoside and a tetracyclic triterpenoid. It derives from a hydride of a dammarane. CC(=CCC[C@@](C)([C@H]1CC[C@@]2([C@@H]1[C@@H](C[C@H]3[C@]2(CC[C@@H]4[C@@]3(CC[C@@H](C4(C)C)O[C@H]5[C@@H]([C@H]([C@@H]([C@H](O5)CO)O)O)O[C@H]6[C@@H]([C@H]([C@@H]([C@H](O6)CO)O)O)O)C)C)O)C)O[C@H]7[C@@H]([C@H]([C@@H]([C@H](O7)CO[C@H]8[C@@H]([C@H]([C@@H](CO8)O)O)O)O)O)O)C